3-(3-chloro-1H-pyrazol-1-yl)butyric acid ClC1=NN(C=C1)C(CC(=O)O)C